2,4,4-trimethyl-hexa-1,5-diene CC(=C)CC(C=C)(C)C